(R)-N-(2-Fluoro-3-hydroxy-3-methylbutyl)-7-(isopropylamino)-2-(pyridin-3-ylamino)thiazolo[5,4-b]pyridin-6-carboxamid F[C@H](CNC(=O)C=1C(=C2C(=NC1)SC(=N2)NC=2C=NC=CC2)NC(C)C)C(C)(C)O